C(C)(C)OC([C@H](C)N[P@](=O)(OC1=CC=CC=C1)OC1=C(C(=C(C(=C1F)F)F)F)F)=O (S)-2-[((S)-(2,3,4,5,6-pentafluorophenoxy)(phenoxy)phosphoryl)-amino]propionic acid isopropyl ester